Propyl 7-{[2-(4-chlorophenyl)imidazo[1,2-a]pyridin-3-yl]methyl}-3-oxa-7,9-diazabicyclo[3.3.1]nonane-9-carboxylate ClC1=CC=C(C=C1)C=1N=C2N(C=CC=C2)C1CN1CC2COCC(C1)N2C(=O)OCCC